ClC=1C=C(C=NC1)C1=NC(=C2N=CN(C2=N1)[C@H]1[C@@H]([C@@H]([C@H](O1)C(=O)NC)O)O)NCC1=NC(=CC=C1)C (2S,3S,4R,5R)-5-(2-(5-chloropyridin-3-yl)-6-(((6-methylpyridin-2-yl)methyl)amino)-9H-Purin-9-yl)-3,4-dihydroxy-N-methyltetrahydrofuran-2-carboxamide